(3-Chloro-2,4-dimethyl-5,7-dihydropyrrolo[3,4-b]pyridin-6-yl)-[(3R)-1-(2-methylpyrimidin-5-yl)pyrrolidin-3-yl]methanon ClC=1C(=C2C(=NC1C)CN(C2)C(=O)[C@H]2CN(CC2)C=2C=NC(=NC2)C)C